FC1=CC(=CC(=N1)NC1(COC1)CO)I [3-[(6-fluoro-4-iodopyridin-2-yl)amino]oxetan-3-yl]methanol